C(C)OC(=O)C1=C(N=C(N1OCC1=CC=C(C=C1)OC)C1=CC(=CC=C1)C#N)C 2-(3-cyanophenyl)-1-[(4-methoxybenzyl)oxy]-4-methyl-1H-imidazole-5-carboxylic acid ethyl ester